8-phenyltetracyclo[4.4.0.12,5.17,10]-3-dodecene C1(=CC=CC=C1)C1C2C3C4C=CC(C3C(C1)C2)C4